CC1=CC(=CC(=N1)C(=O)O)S(=O)(=O)C 6-methyl-4-(methylsulfonyl)-2-pyridinecarboxylic acid